tert-butyl 6-bromo-2,2-dimethyl-3H-1,4-benzoxazine-4-carboxylate BrC=1C=CC2=C(N(CC(O2)(C)C)C(=O)OC(C)(C)C)C1